NC[C@H](C(=O)OCC1=CC=CC=C1)NC(=O)OCC1=CC=CC=C1 benzyl (R)-3-amino-2-(((benzyloxy)carbonyl)amino)propanoate